COC(=O)C1=NC(=NC=C1)Br 2-bromopyrimidine-4-carboxylic acid methyl ester